C1CC2(CC1C=C2O)O norbornenediol